FC1CN(C1)C=1SC=CN1 2-(3-fluoroazetidin-1-yl)thiazole